4-((2S,5R)-5-ethyl-2-methyl-4-(1-(4-(thiazol-2-ylmethoxy)phenyl)propyl)piperazin-1-yl)-1-methyl-2-oxo-1,2-dihydropyrido[3,2-d]pyrimidine-6-carbonitrile C(C)[C@H]1N(C[C@@H](N(C1)C=1C2=C(N(C(N1)=O)C)C=CC(=N2)C#N)C)C(CC)C2=CC=C(C=C2)OCC=2SC=CN2